4-(2,2-dimethyl-2,3-dihydro-benzofuran-4-yl)-2,6-difluoro-phenoxyl-butyric acid ethyl ester C(C)OC(C(CC)OC1=C(C=C(C=C1F)C1=CC=CC2=C1CC(O2)(C)C)F)=O